COC(C1=CC(=C(C=C1)OC1=C(C=C(C=C1)C1C=2C(NC(C1)=O)=NNC2)OC)C(C)(C)C)=O 3-tert-butyl-4-(2-methoxy-4-{6-oxo-2h,4h,5h,6h,7h-pyrazolo[3,4-b]pyridin-4-yl}phenoxy)benzoic acid methyl ester